8-amino-6-(4-fluorophenyl)-5-{3-methylimidazo[1,2-a]pyridin-6-yl}-N-[3-(morpholin-4-yl)bicyclo[1.1.1]pentan-1-yl]imidazo[1,2-a]pyrazine-2-carboxamide NC=1C=2N(C(=C(N1)C1=CC=C(C=C1)F)C=1C=CC=3N(C1)C(=CN3)C)C=C(N2)C(=O)NC23CC(C2)(C3)N3CCOCC3